C(#N)C1=C(C=CC(=C1)C(F)(F)F)C1=NC2=CC(=CC=C2C(=C1)OC)C(=O)N[C@@H](CO)CC (R)-2-(2-cyano-4-(trifluoromethyl)phenyl)-N-(1-hydroxybutan-2-yl)-4-methoxyquinoline-7-carboxamide